BrC=1C=C2CN(C(C2=CC1)=O)[C@H](CS(=O)(=O)C)C1=CC(=C(C=C1)OC)OCC 5-bromo-2-[(1S)-1-(3-ethoxy-4-methoxyphenyl)-2-methylsulfonylethyl]isoindolin-1-one